N1C=NC2=C1C=CC(=C2)C(=O)N2CCN(CC2)C=2C=CC1=C(C=C(O1)C(=O)O)C2Br 5-[4-(1H-benzimidazole-5-carbonyl)-piperazin-1-yl]-4-bromo-benzofuran-2-carboxylic acid